(S)-2-(benzothien-3-yl)propionic acid S1C=C(C2=C1C=CC=C2)[C@@H](C(=O)O)C